FC1=CC(=C(C=C1)C(CC(C=O)C)(CC=C(C)C)C)C 4-(4-fluoro-2-methylphenyl)-2,4,7-trimethyloct-6-enal